2-(3-(tetrahydro-2H-pyran-4-carboxamido)piperidin-1-yl)thiazole O1CCC(CC1)C(=O)NC1CN(CCC1)C=1SC=CN1